2-(6-fluoropyridin-3-yl)-6-(pyridin-3-yl)-6,7-dihydro-5H-imidazo[1,5-a]imidazol-5-one FC1=CC=C(C=N1)C=1N=C2N(C1)C(N(C2)C=2C=NC=CC2)=O